4-methyl-1,2,4-triazole-3-carbaldehyde CN1C(=NN=C1)C=O